Scandium dioxid [O-2].[O-2].[Sc+3]